CC(C)(C)OC(=O)N1CCC(CC1)(CO)C#N tert-butyl 4-cyano-4-(hydroxymethyl) piperidine-1-carboxylate